methacryloyloxyethyl-Trimethylammonium chloride [Cl-].C(C(=C)C)(=O)OCC[N+](C)(C)C